FC1=C(C(=CC(=C1)N1C[C@](CCC1)(CCC1=CC(=CC=C1)C(F)(F)F)N([C@H]1COCC1)C)F)S(=O)(=O)NC1=NC=NC=C1 2,6-difluoro-4-((R)-3-(methyl((R)-tetrahydrofuran-3-yl)amino)-3-(3-(trifluoromethyl)-phenethyl)piperidin-1-yl)-N-(pyrimidin-4-yl)benzenesulfonamide